isotridecyl-sulfonate C(CCCCCCCCCC(C)C)S(=O)(=O)[O-]